5-[3-ethylsulfonyl-5-(4-fluorophenyl)-2-pyridyl]-1-methyl-2-(trifluoro-methyl)pyrazolo[1,5-a]pyrimidin-7-one C(C)S(=O)(=O)C=1C(=NC=C(C1)C1=CC=C(C=C1)F)C=1N=C2N(C(C1)=O)N(C(=C2)C(F)(F)F)C